FC=1C2=C(C=NC1C1=CC(=CC3=CC=C(C(=C13)C#C[Si](C(C)C)(C(C)C)C(C)C)F)OCOC)C(=NN2C)C=2C1CN(C(C2)CC1)C(=O)OC(C)(C)C tert-butyl 5-[7-fluoro-6-[7-fluoro-3-(methoxymethoxy)-8-(2-triisopropylsilylethynyl)-1-naphthyl]-1-methyl-pyrazolo[4,3-c]pyridin-3-yl]-2-azabicyclo[2.2.2]oct-5-ene-2-carboxylate